C(=C)OCC1CCC(CC1)COC=C 1,4-bis[(vinyloxy)methyl]-cyclohexane